CN1N=CC(=C1)O[C@@H](C(=O)OC)C methyl (R)-2-((1-methyl-1H-pyrazol-4-yl)oxy)propanoate